ClC=1C=CC(=C(C1)C1=CC(=C(N=N1)SCC1=CC=CC(O1)=O)NC1=CC(=NC=N1)NC(=O)C1CC(C1)N1C[C@@H](N[C@@H](C1)C)C)F (1s,3s)-N-(6-((6-(5-chloro-2-fluorophenyl)-3-(((2-oxo-2H-pyran-6-yl)methyl)thio)pyridazin-4-yl)amino)pyrimidin-4-yl)-3-((3S,5R)-3,5-dimethylpiperazin-1-yl)cyclobutane-1-carboxamide